[N+](=O)([O-])C1=CC=C(C(C2=CC=C(C=C2)[N+](=O)[O-])O)C=C1 4,4'-dinitro-benzhydryl alcohol